N1=C(C=CC=C1C=1N=NN(C1)C1=CC(=C(C(=O)N)C=C1)O)C=1N=NN(C1)C1=CC(=C(C(=O)N)C=C1)O 4,4'-(pyridine-2,6-diylbis(1H-1,2,3-triazole-4,1-diyl))bis(2-hydroxybenzamide)